C(C)(C)(C)OC(N(C(=O)OC(C)(C)C)C1=NC=CC(=C1Cl)OC1=C(C=C(C=C1)N)F)=O (4-(4-amino-2-fluorophenoxy)-3-chloropyridin-2-yl)(t-butoxycarbonyl)carbamic acid tert-butyl ester